N-[(2-amino-5-fluoroquinolin-7-yl)methyl]-N-(2-methanesulfonylpyridin-3-yl)pyridine-3-carboxamide NC1=NC2=CC(=CC(=C2C=C1)F)CN(C(=O)C=1C=NC=CC1)C=1C(=NC=CC1)S(=O)(=O)C